Methyl-(2R)-2-amino-3-(4-[(2-chloro-6-fluorophenyl) methoxy] phenyl)propanoat COC([C@@H](CC1=CC=C(C=C1)OCC1=C(C=CC=C1F)Cl)N)=O